2,3,7,8-tetrachlorobenzodioxin ClC1=C(OC2=C(O1)C(=C(C=C2)Cl)Cl)Cl